F[C@H]1CNCC[C@@H]1NC1=NC(=CC=C1)C1=CN=C2N1C=C(C=C2)OC N-((3S,4S)-3-fluoro-piperidin-4-yl)-6-(6-methoxyimidazo[1,2-a]pyridin-3-yl)pyridin-2-amine